(4aR,5R,7S,8S,8aR)-5-(((tert-butyldimethylsilyl)oxy)methyl)-2,3,7-trimethoxy-2,3-dimethylhexahydro-5H-pyrano[3,4-b][1,4]dioxin-8-ol [Si](C)(C)(C(C)(C)C)OC[C@H]1O[C@@H]([C@H]([C@@H]2[C@@H]1OC(C(O2)(C)OC)(C)OC)O)OC